BrC1CCC(CC1)CNC(OCCCC)=O butyl {[(1s,4s)-4-bromocyclohexyl]methyl}carbamate